2-((2S,3S)-3-aminotetrahydro-2H-pyran-2-yl)-5-chloro-N-(furan-2-ylmethyl)-3-methylthieno[3,2-b]pyridin-7-amine N[C@@H]1[C@H](OCCC1)C1=C(C2=NC(=CC(=C2S1)NCC=1OC=CC1)Cl)C